C1=CC=C2C(C=CC2=C1)CCC3C=CC4=CC=CC=C34.Cl[Zr]Cl rac-Ethylenebis(1-indenyl)zirconium dichloride